4-chloro-5-fluoro-6-(N-methyl-N-(2-hydroxyethyl)amino)pyrimidine ClC1=NC=NC(=C1F)N(CCO)C